[Na].C(=O)OCC ethyl formate sodium salt